ClC=1C=NC(=NC1)NC1CCN(CC1)S(=O)(=O)C=1C=C(CN(C2CCN(CC2)C2=CC=C3C(=NN(C3=C2)C)N2C(NC(CC2)=O)=O)C)C=CC1 1-(6-(4-((3-((4-((5-chloropyrimidin-2-yl)amino)piperidin-1-yl)sulfonyl)benzyl)(methyl)amino)piperidin-1-yl)-1-methyl-1H-indazol-3-yl)dihydropyrimidine-2,4(1H,3H)-dione